C(C)OC(=O)[C@]12NC(C[C@H]2C1)=O (1S,5R)-3-oxo-2-azabicyclo[3.1.0]hexane-1-carboxylic acid ethyl ester